FC(CN(C(C)=O)CCCNC(OCC1=CC=CC=C1)=O)(F)F Benzyl (3-(N-(2,2,2-trifluoroethyl)acetamido)propyl)carbamate